FC(C1=CC=C(N=N1)N1C[C@@H](CC1)NC(OC(C)(C)C)=O)(F)F tert-butyl (R)-(1-(6-(trifluoromethyl)pyridazin-3-yl)pyrrolidin-3-yl)carbamate